COC(=O)C12CC3C(C(CC(C1)C3)C2)N2CCN(CC2)C2=CC(=C(C=C2)N)OC (trans)-4-(4-(4-amino-3-methoxyphenyl)piperazin-1-yl)adamantan-1-carboxylic acid methyl ester